FC1=C(C(=CC(=C1OC)CCC)OC)CC(CC)NC(OC(C)(C)C)=O tert-butyl (1-(2-fluoro-3,6-dimethoxy-4-propylphenyl)butan-2-yl)carbamate